C(C1=CC=CC=C1)C1(N(CCC1)C1=NC(=CC(=C1)N1CCOCC1)OCC1=CC=C(C=C1)OC)CO [2-Benzyl-1-[6-[(4-methoxyphenyl)methoxy]-4-morpholino-2-pyridyl]pyrrolidin-2-yl]methanol